tri-octyl-ammonium C(CCCCCCC)[NH+](CCCCCCCC)CCCCCCCC